tert-Butyl (((tert-butoxycarbonyl)imino)(3,5-dimethyl-4-oxo-1,3,5-triazinan-1-yl)methyl)(3-iodo-4-(3-iodopropoxy)phenethyl)carbamate C(C)(C)(C)OC(=O)N=C(N1CN(C(N(C1)C)=O)C)N(C(OC(C)(C)C)=O)CCC1=CC(=C(C=C1)OCCCI)I